Cl.C1(CC=CC=C1)S(=O)(=O)N (2H)-benzenesulfonamide hydrochloride